C(C)(C)(C)[Si](OCC1CC2=C(C(=NC(=C2)N)C)C1)(C)C 6-[[tert-butyl-(dimethyl)silyl]oxymethyl]-1-methyl-6,7-dihydro-5H-cyclopenta[c]pyridin-3-amine